COC(=O)C1=C(N=NC(=C1C)C(F)(F)F)OC1=C(C=C(C=C1)C#N)C 3-(4-cyano-2-methyl-phenoxy)-5-methyl-6-(trifluoromethyl)pyridazine-4-carboxylic acid methyl ester